2-((1r,4r)-4-((4-(1-(2,6-Dioxopiperidin-3-yl)-3-methyl-1H-indol-4-yl)piperazin-1-yl)methyl)cyclohexyl)-N-(imidazo[1,2-b]pyridazin-3-yl)-6-methoxy-2H-indazole-5-carboxamide O=C1NC(CCC1N1C=C(C2=C(C=CC=C12)N1CCN(CC1)CC1CCC(CC1)N1N=C2C=C(C(=CC2=C1)C(=O)NC1=CN=C2N1N=CC=C2)OC)C)=O